C(#N)[C@H](CC1=CC=C(C=C1)C=1C=CC2=C(N(C(O2)=O)C)C1)NC(=O)[C@H]1OC[C@@](CNC1)(O)CC |o1:27| (2S,6R*)-N-[(1S)-1-cyano-2-[4-(3-methyl-2-oxo-2,3-dihydro-1,3-benzoxazol-5-yl)phenyl]ethyl]-6-ethyl-6-hydroxy-1,4-oxazepane-2-carboxamide